2-(E)-Octenal CCCCCC=CC=O